C(C)(CC)(C1=CC=C(C=C1)O)C1=CC=C(C=C1)O 4,4'-sec-butylidenediphenol